N-[1-methyl-3-(trifluoromethyl)-1H-pyrazol-4-yl]-2-(1H-pyrazol-4-yl)-1,3-thiazole-4-carboxamide CN1N=C(C(=C1)NC(=O)C=1N=C(SC1)C=1C=NNC1)C(F)(F)F